(2,5-dimethoxy-4-(trifluoromethyl)phenyl)boronic acid COC1=C(C=C(C(=C1)C(F)(F)F)OC)B(O)O